[C@@H]12CN(C[C@@H](O1)C2)C2=NC1=CC=C(C=C1C=N2)C=O 2-((1R,5S)-6-oxa-3-azabicyclo[3.1.1]heptan-3-yl)quinazoline-6-carbaldehyde